3-hydroxy-2-methylpentanal OC(C(C=O)C)CC